2-methyl-1-(1-imidazoylcarbonyl)-isourea COC(NC(=O)C(=O)N1C=NC=C1)=N